3-amino-6-(1,5-dimethyl-6-oxo-1,6-dihydropyridin-3-yl)-5-(4-fluorophenyl)-N-(2-methoxybenzyl)pyrazine-2-carboxamide NC=1C(=NC(=C(N1)C1=CC=C(C=C1)F)C1=CN(C(C(=C1)C)=O)C)C(=O)NCC1=C(C=CC=C1)OC